1-(5-bromo-4-chloro-2-Nitro-Phenyl)-2-methyl-imidazole BrC=1C(=CC(=C(C1)N1C(=NC=C1)C)[N+](=O)[O-])Cl